COCOC1=C(C=C(C=C1)OCOC)C(=O)C1=CC=CC=C1 [2,5-bis(methoxymethoxy)-phenyl](phenyl)-methanone